C(C)(=O)ON=C(C=CC=1C=C(C=CC1)C)C1=CC=CC=C1 1-phenyl-3-(m-tolyl)prop-2-en-1-one O-acetyloxime